C(C1=CC=CC=C1)O[C@]1(C2=NN=C(C=3C(=CC(=C(NC4(CCC4)CC=CCC1)N3)C(F)(F)F)[N+](=O)[O-])O2)C(F)(F)F (6R)-6-Benzyloxy-17-nitro-6,15-bis(trifluoromethyl)spiro[19-oxa-3,4,13,18-tetrazatricyclo[12.3.1.12,5]nonadeca-1(18),2,4,9,14,16-hexaene-12,1'-cyclobutane]